N-((5-fluoro-6-(isoxazol-3-ylmethoxy)-1H-indol-2-yl)methyl)propionamide FC=1C=C2C=C(NC2=CC1OCC1=NOC=C1)CNC(CC)=O